2-tert-butylamino-3-(3-chlorophenyl)-1-naphthalonitrile C(C)(C)(C)NC1=C(C2=CC=CC=C2C=C1C1=CC(=CC=C1)Cl)C#N